C(CCCCCCC)CP(C(N(CC(C)C)CC(C)C)=O)(C1=CC=CC=C1)=O octyl-(phenyl)-N,N-diisobutyl-carbamoyl-methyl-phosphine oxide